7-[4-(Difluoromethoxy)-2-methyl-anilino]-4H-1,4-benzoxazin-3-one FC(OC1=CC(=C(NC2=CC3=C(NC(CO3)=O)C=C2)C=C1)C)F